4-[(2,4-dimethoxyphenyl)methylamino]-7-fluoro-N-methylimidazo[1,5-a]quinoxaline-8-carboxamide COC1=C(C=CC(=C1)OC)CNC=1C=2N(C3=CC(=C(C=C3N1)F)C(=O)NC)C=NC2